N-(4-ethoxy-8-methyl-2-(4-methyl-1H-imidazol-1-yl)quinolin-6-yl)oxetane-3-carboxamide C(C)OC1=CC(=NC2=C(C=C(C=C12)NC(=O)C1COC1)C)N1C=NC(=C1)C